1-(3-((3-chloro-2-(2-chloro-3-(6-methoxy-5-((((5-oxopyrrolidin-2-yl)methyl)amino)methyl)pyridin-2-yl)phenyl)pyridin-4-yl)amino)-2-fluorobenzyl)piperidine-4-carboxylic acid ClC=1C(=NC=CC1NC=1C(=C(CN2CCC(CC2)C(=O)O)C=CC1)F)C1=C(C(=CC=C1)C1=NC(=C(C=C1)CNCC1NC(CC1)=O)OC)Cl